(E)-N-(5-carbamoyl-1-(4-(5-carbamoyl-2-(oxazole-4-carboxamido)-1H-benzo[d]imidazol-1-yl)but-2-en-1-yl)-7-(3-hydroxypropoxy)-1H-benzo[d]imidazol-2-yl)oxazole-4-carboxamide C(N)(=O)C1=CC2=C(N(C(=N2)NC(=O)C=2N=COC2)C\C=C\CN2C(=NC3=C2C=CC(=C3)C(N)=O)NC(=O)C=3N=COC3)C(=C1)OCCCO